OC1=C(C(N(C2=CC=C(C(=C12)OC)O)C)=O)C(=O)N(C1=CC=C(C=C1)C(F)(F)F)C 4,6-dihydroxy-5-methoxy-N,1-dimethyl-2-oxo-N-(4-(trifluoromethyl)phenyl)-1,2-dihydroquinoline-3-carboxamide